4-bromo-N-[2-(4-tert-butylphenyl)ethyl]pyridin-2-amine BrC1=CC(=NC=C1)NCCC1=CC=C(C=C1)C(C)(C)C